C1C(CC2=CC=CC=C12)NC(=O)C1=NC=CN=C1NC(=O)N1CCC(CC1)CO N-(2,3-dihydro-1H-inden-2-yl)-3-(4-(hydroxymethyl)piperidine-1-carboxamido)pyrazine-2-carboxamide